Ethylenediamine oleate C(CCCCCCC\C=C/CCCCCCCC)(=O)O.C(CN)N